ClC1=CC(=NC(=C1C(=O)NN)C)Cl 4,6-dichloro-2-methylnicotinohydrazide